C(NC(=O)C=1N=NC(=CC1NC1=C(C=C(C=C1)C=1C=NN(C1)C(C)C)OC(C)C)Cl)([2H])([2H])[2H] N-(methyl-d3)-4-((2-isopropoxy-4-(1-isopropyl-1H-pyrazol-4-yl)phenyl)amino)-6-chloro-pyridazine-3-carboxamide